(tert-butoxycarbonyl)-S-(4,4,4-trifluoro-3-hydroxy-3-(pyridin-2-yl)butyl)-Z-homocysteinate C(C)(C)(C)OC(=O)N[C@@H](CCSCCC(C(F)(F)F)(C1=NC=CC=C1)O)C(=O)[O-]